Stearyl alcohol acetate C(C)(=O)OCCCCCCCCCCCCCCCCCC